methyl-(1R,3S)-1-[(3-bromophenyl)methyl]-3-{N-[(4-methoxyphenyl)methyl]methane sulfonamido}cyclopentane-1-carboxylate COC(=O)[C@@]1(C[C@H](CC1)N(S(=O)(=O)C)CC1=CC=C(C=C1)OC)CC1=CC(=CC=C1)Br